N1C=NC=C2C1=C(C=N2)C(=O)O pyrrolo[3,2-d]pyrimidine-7-carboxylic acid